[Cr](=O)(=O)(O)O.N[C@H]1CN(CCC1)C(=O)C=1C=C2C=3N(CCN(C3C1)S(=O)(=O)OCC)C(=N2)C=2N(C1=CC=CC=C1C2)CC2CC2 (R)-(3-aminopiperidin-1-yl)(2-(1-(cyclopropylmethyl)-1H-indol-2-yl)-6-((2-ethoxy)sulfonyl)-5,6-dihydro-4H-imidazo[1,5,4-de]quinoxalin-8-yl)methanone chromate